(R) or (S)-N'-((2-cyclopropyl-3-methyl-6,7-dihydro-5H-cyclopenta[b]pyridin-4-yl)carbamoyl)-3-fluoro-5-(2-hydroxypropan-2-yl)thiophene-2-sulfonimidamide C1(CC1)C1=C(C(=C2C(=N1)CCC2)NC(=O)N=[S@](=O)(N)C=2SC(=CC2F)C(C)(C)O)C |o1:16|